6-bromo-2-methyl-4H-thieno[2',3':4,5]pyrrolo[3,2-b]pyridine-3-carboxylic acid ethyl ester C(C)OC(=O)C1=C(SC2=C1NC=1C2=NC=C(C1)Br)C